C(#N)C1(CC1)C=1C=C(C(=NC1)C(=O)NC=1C(=NC=C(C1)C(F)(F)F)NC)S(=O)(=O)CC 5-(1-cyanocyclopropyl)-3-ethylsulfonyl-N-[2-(methylamino)-5-(trifluoromethyl)-3-pyridinyl]pyridine-2-carboxamide